FC1C(C2(C3=C1N(N=C3C(F)(F)F)CC3=CC=C(C=C3)OC)OCCO2)=O 6'-fluoro-1'-[(4-methoxyphenyl)methyl]-3'-(trifluoromethyl)spiro[1,3-dioxolan-2,4'-6H-cyclopenta[c]pyrazol]-5'-one